C(C)(C)(C)[S@@](=O)N=C1C=2C(=NC=C(C2)F)CC12CCN(CC2)C(=O)OC(C)(C)C tert-butyl (R)-5-((tert-butylsulfinyl)imino)-3-fluoro-5,7-dihydrospiro[cyclopenta[b]pyridine-6,4'-piperidine]-1'-carboxylate